C(C)(=O)OCCCCCCCC.[Na] sodium octyl acetate